3-(1-oxo-5-((4-(perfluoropyridin-4-yl)piperazin-1-yl)methyl)isoindolin-2-yl)piperidine-2,6-dione O=C1N(CC2=CC(=CC=C12)CN1CCN(CC1)C1=C(C(=NC(=C1F)F)F)F)C1C(NC(CC1)=O)=O